2-({2-Chloro-5-cyano-3-[(2S)-2-methyl-4-[(2R)-3,3,3-trifluoro-2-hydroxy-2-methylpropanoyl]piperazin-1-yl]phenyl}amino)-4-(cyclopropylamino)pyrazolo[1,5-a][1,3,5]triazine-8-carbonitrile ClC1=C(C=C(C=C1N1[C@H](CN(CC1)C([C@@](C(F)(F)F)(C)O)=O)C)C#N)NC1=NC=2N(C(=N1)NC1CC1)N=CC2C#N